5-Chlorothiophene-3-carbonyl chloride ClC1=CC(=CS1)C(=O)Cl